C(C)OC(\C(\C(C)=O)=C/C1=CC=C(C=C1)OC)=O (Z)-2-(4-methoxybenzylidene)-3-oxobutanoic acid ethyl ester